1-(2,3-dichloro-4-fluorophenyl)-2,5-dimethyl-6-oxo-1,6-dihydropyrimidin-4-yl-4-methylbenzene-1-sulfonic acid ClC1=C(C=CC(=C1Cl)F)N1C(=NC(=C(C1=O)C)C1=C(C=CC(=C1)C)S(=O)(=O)O)C